CC1(N2CCOC3=C(SC(C(N1)=O)=C32)Br)C 6,6-dimethyl-2-bromo-4,5,6,7-tetrahydro-8H-3-oxa-1-thia-5a,7-diazaacenaphthylen-8-one